N-hydroxy-7-(4-(4-(((2S,3R,4S,5S,6R)-3,4,5-trihydroxy-6-(hydroxymethyl)-tetrahydro-2H-pyran-2-yl)oxy)phenyl)-1H-1,2,3-triazol-1-yl)heptanamide ONC(CCCCCCN1N=NC(=C1)C1=CC=C(C=C1)O[C@@H]1O[C@@H]([C@H]([C@@H]([C@H]1O)O)O)CO)=O